di-tert-butyl (4-(prop-2-yn-1-yl(4-(trifluoromethyl)benzyl)amino)-1,2-phenylene)dicarbamate C(C#C)N(C1=CC(=C(C=C1)NC(OC(C)(C)C)=O)NC(OC(C)(C)C)=O)CC1=CC=C(C=C1)C(F)(F)F